3-(4-bromophenyl)-3-methylmorpholine BrC1=CC=C(C=C1)C1(NCCOC1)C